N-(1-cyclopropyl-2-oxo-1,2-dihydropyridin-3-yl)-2-(1-(fluoromethyl)-2-oxabicyclo[2.1.1]hex-4-yl)-7-isopropoxylimidazo[1,2-a]pyrimidine-6-carboxamide C1(CC1)N1C(C(=CC=C1)NC(=O)C=1C(=NC=2N(C1)C=C(N2)C21COC(C2)(C1)CF)OC(C)C)=O